1-(4-((4-((4-((2-((1,3,4-thiadiazol-2-yl)amino)pyridin-4-yl)oxy)-2-fluorophenyl)amino)-7-methoxyquinazolin-6-yl)amino)piperidin-1-yl)prop-2-en-1-one S1C(=NN=C1)NC1=NC=CC(=C1)OC1=CC(=C(C=C1)NC1=NC=NC2=CC(=C(C=C12)NC1CCN(CC1)C(C=C)=O)OC)F